C1(CC1)C1=C(C(=NO1)C1=C(C=NC=C1Cl)Cl)C1=CC2(C1)CCN(CC2)C=2C=C1C(=CC(=NC1=CC2)C(=O)O)C(F)(F)F 6-(2-(5-cyclopropyl-3-(3,5-dichloropyridin-4-yl)isoxazol-4-yl)-7-azaspiro[3.5]non-1-en-7-yl)-4-(trifluoromethyl)quinoline-2-carboxylic acid